3-phenyl-oxazolidine-2,4-dione C1(=CC=CC=C1)N1C(OCC1=O)=O